(R)-2-((1-(2-cyano-7-methyl-3-(4-(3-(trifluoromethyl)phenyl)piperazin-1-yl)quinoxalin-5-yl)ethyl)amino)benzoic acid C(#N)C1=NC2=CC(=CC(=C2N=C1N1CCN(CC1)C1=CC(=CC=C1)C(F)(F)F)[C@@H](C)NC1=C(C(=O)O)C=CC=C1)C